4-((4-((4-hydroxybutan-2-yl)oxy)-5-((1-methylpiperidin-4-yl)ethynyl)pyridin-2-yl)amino)pyrimidin OCCC(C)OC1=CC(=NC=C1C#CC1CCN(CC1)C)NC1=NC=NC=C1